ClCCN([Si](C)(C)C)[Si](C)(C)C 2-chloro-N,N-bis(trimethylsilyl)ethylamine